Methyl 1-methyl-5-{1-methyl-5-[2-({2-[(2-nitrophenyl) amino] ethyl} (oxetan-3-yl) amino) ethoxy] pyrazol-4-yl}-6-oxopyridine-3-carboxylate CN1C=C(C=C(C1=O)C=1C=NN(C1OCCN(C1COC1)CCNC1=C(C=CC=C1)[N+](=O)[O-])C)C(=O)OC